trisdimethylaminopropylhexahydrotriazine CN(C)C(CCN1NNCCC1)(N(C)C)N(C)C